(S)-6-(4-fluorobenzyl)-3-methylindoline-1,3-dicarboxylic acid 1-tert-butyl 3-methyl ester COC(=O)[C@@]1(CN(C2=CC(=CC=C12)CC1=CC=C(C=C1)F)C(=O)OC(C)(C)C)C